5-amino-2-[6-(1-hydroxyethyl)pyridin-3-yl]benzoic acid methyl ester COC(C1=C(C=CC(=C1)N)C=1C=NC(=CC1)C(C)O)=O